2-[4-[(E)-3-oxo-3-phenyl-prop-1-enyl]phenoxy]acetic acid O=C(/C=C/C1=CC=C(OCC(=O)O)C=C1)C1=CC=CC=C1